N1N=CC2=C1CN(C2)C2=CC1=C(CC(O1)(C)C)C=C2NC(=O)C=2C=NN1C2N=CC=C1 N-(6-(4,6-dihydropyrrolo[3,4-c]pyrazol-5(1H)-yl)-2,2-dimethyl-2,3-dihydrobenzofuran-5-yl)pyrazolo[1,5-a]pyrimidine-3-carboxamide